N-(2,2-dimethylcyclobutyl)-6-[(5-fluoro-3-pyridyl)amino]-3-methoxy-pyridine-2-carboxamide CC1(C(CC1)NC(=O)C1=NC(=CC=C1OC)NC=1C=NC=C(C1)F)C